BrC1=CN=CC=2C(CC(CC12)CO)NS(=O)C(C)(C)C N-(4-bromo-6-(hydroxymethyl)-5,6,7,8-tetrahydroisoquinolin-8-yl)-2-methylpropane-2-sulfinamide